ClC=1C=C(C=NC1C(F)(F)F)[C@@H](NC(=O)N1[C@@H](C(NCC1)=O)C)C1=NC(=C(C=C1)F)C(F)(F)F (2R)-N-((R)-(5-chloro-6-(trifluoromethyl)pyridin-3-yl)(5-fluoro-6-(trifluoromethyl)pyridin-2-yl)methyl)-2-methyl-3-oxopiperazine-1-carboxamide